N-methyl-N-(t-butyldimethylsilyl)trifluoroacetamide CN(C(C(F)(F)F)=O)[Si](C)(C)C(C)(C)C